tri(trimethylsiloxy)silyl-norbornene C[Si](O[Si](O[Si](C)(C)C)(O[Si](C)(C)C)C12C=CC(CC1)C2)(C)C